1-(5,6,7,8-tetra-hydronaphthalen-2-yl)ethanamine C1=C(C=CC=2CCCCC12)C(C)N